5-phenyl-norbornene C1(=CC=CC=C1)C1C2C=CC(C1)C2